C(C1=CC=CC=C1)OC(=O)N[C@@H](CSCC1=CC=CC=C1)C(=O)O N-(benzyloxycarbonyl)-S-benzylcysteine